2,2'-((2-((2-aminoethyl)(2-(3-(2-((cyanomethyl)amino)ethyl)-2-oxoimidazolidin-1-yl)ethyl)amino)ethyl)azanediyl)diacetonitrile NCCN(CCN(CC#N)CC#N)CCN1C(N(CC1)CCNCC#N)=O